FC([S@](=O)C=1N=C2N(N1)[C@@H](C[C@@H]2F)C2=CC(=CC=C2)F)F |&1:9,11| rac-(5S,7S)-2-[(R)-difluoromethylsulfinyl]-7-fluoro-5-(3-fluorophenyl)-6,7-dihydro-5H-pyrrolo[1,2-b][1,2,4]triazole